N1N=NC2=C1C=CC=C2 BenzotriazoleN